The molecule is the conjugate base of guanosine 3',5'-cyclic phosphate arising from deprotonation of the free phosphate OH group; major species at pH 7.3. It has a role as a human metabolite and a Saccharomyces cerevisiae metabolite. It is a conjugate base of a 3',5'-cyclic GMP. C1[C@@H]2[C@H]([C@H]([C@@H](O2)N3C=NC4=C3N=C(NC4=O)N)O)OP(=O)(O1)[O-]